C(CCCCCCCCC=CC)(=O)OCCCCC=CC hept-5-en-1-yl dodec-10-enoate